[C@H](C)(CC)OC1=C(C=C(C=C1)C1=CC(=NC=N1)C(=O)O)Cl (S)-6-(4-sec-butoxy-3-chloro-phenyl)pyrimidine-4-carboxylic acid